ClC1=CC=C2C(C(NC2=C1)=O)=C 6-chloro-3-methyleneindolone